4-[(1E)-2-{6-[bis(3-methylphenyl)amino]naphthalen-2-yl}ethenyl]-1-[3-(trimethylazaniumyl)propyl]pyridin-1-ium dibromide [Br-].[Br-].CC=1C=C(C=CC1)N(C=1C=C2C=CC(=CC2=CC1)/C=C/C1=CC=[N+](C=C1)CCC[N+](C)(C)C)C1=CC(=CC=C1)C